OC(C(=O)N1CC2(CN(C2)C2=CC=3N(C(=C2)C)N=C(C3N(C=3SC(=C(N3)C3=CC=C(C=C3)F)C#N)C)CC)C1)CO 2-((5-(6-(2,3-dihydroxypropionyl)-2,6-diazaspiro[3.3]heptan-2-yl)-2-ethyl-7-methylpyrazolo[1,5-a]pyridin-3-yl)(methyl)amino)-4-(4-fluorophenyl)thiazole-5-carbonitrile